Tert-butyl (S)-(1-(6-(3-cyanophenyl)-1-((2-(trimethylsilyl)ethoxy)methyl)-1H-pyrazolo[4,3-b]pyridin-5-yl)-2-(3,5-difluorophenyl)ethyl)carbamate C(#N)C=1C=C(C=CC1)C=1C=C2C(=NC1[C@H](CC1=CC(=CC(=C1)F)F)NC(OC(C)(C)C)=O)C=NN2COCC[Si](C)(C)C